2-(Methylsulfonyl)-8-phenyl-5-((triisopropylsilyl)ethynyl)pyrido[2,3-d]pyrimidin-7(8H)-one CS(=O)(=O)C=1N=CC2=C(N1)N(C(C=C2C#C[Si](C(C)C)(C(C)C)C(C)C)=O)C2=CC=CC=C2